3-bromo-5-[4-fluoro-3-(trifluoromethyl)phenoxy]benzene BrC=1C=CC=C(C1)OC1=CC(=C(C=C1)F)C(F)(F)F